3,6-di-t-butyl-1-(3,6-dibromo-2-iodophenyl)-9H-carbazole C(C)(C)(C)C=1C=C(C=2NC3=CC=C(C=C3C2C1)C(C)(C)C)C1=C(C(=CC=C1Br)Br)I